[2-[6-[[5-(3-fluoro-2-pyridyl)thiazol-2-yl]amino]imidazo[4,5-c]pyridin-1-yl]ethyl]-4-hydroxy-pyrrolidine-2-carboxamide FC=1C(=NC=CC1)C1=CN=C(S1)NC1=CC2=C(C=N1)N=CN2CCN2C(CC(C2)O)C(=O)N